C1(=CC=CC=C1)C1=C(CC2C(CCC12C(=C)C1=CC=CC=C1)NS(N)(=O)=O)CCOCCCOCCC(=O)O 3-(3-(2-(3-phenyl-3a-(1-phenylvinyl)-6-(sulfamoylamino)-1,3a,4,5,6,6a-hexahydropentalen-2-yl)ethoxy)propoxy)propanoic acid